3-endo-isopropylbicyclo[2.2.1]heptan C(C)(C)C1CC2CCC1C2